1-(4-chlorophenoxy)-4,4-difluoro-N-(3-(5-(5-oxo-4,5-dihydro-1,2,4-oxadiazol-3-yl)thiophen-3-yl)phenyl)cyclohexane-1-carboxamide ClC1=CC=C(OC2(CCC(CC2)(F)F)C(=O)NC2=CC(=CC=C2)C2=CSC(=C2)C2=NOC(N2)=O)C=C1